C(#N)C(C(=O)N(CC)CC)=C(NC)C1=CC(=C(C(=C1)[N+](=O)[O-])OC)OC 2-cyano-3-(3,4-dimethoxy-5-nitrophenyl)-N,N-diethyl-3-(methylamino)acrylamide